FC1(CCN(CCC1)C1=C(C(=O)NC=2C=C(C=CC2)[S@](=O)(C)=NC(CN(C(OC(C)(C)C)=O)C)=O)C(=C(C=N1)C1=CC(=CC(=C1)F)F)C)F tert-butyl (R)-(2-(((3-(2-(4,4-difluoroazepan-1-yl)-5-(3,5-difluorophenyl)-4-methylnicotinamido)phenyl)(methyl)(oxo)-λ6-sulfaneylidene)amino)-2-oxoethyl)(methyl)carbamate